ClC=1C=C(OCC(=O)N2CC(C2)(C)O)C=CC1C=1N(C2=NC=NC(=C2N1)OC1(CC1)C)CC1=NC=CC(=C1)C 2-(3-chloro-4-(6-(1-methylcyclopropoxy)-9-((4-methylpyridin-2-yl)methyl)-9H-purin-8-yl)phenoxy)-1-(3-hydroxy-3-methylazetidin-1-yl)ethan-1-one